Alpha-4-n-pentenyl-alanine C(CCC=C)[C@](N)(C)C(=O)O